tert-butyl(1-(6-(1H-benzo[d]imidazol-2-yl)pyridinyl)piperidin-4-yl)carbamate C(C)(C)(C)OC(NC1CCN(CC1)C1=NC(=CC=C1)C1=NC2=C(N1)C=CC=C2)=O